C(CCCCCCCCCCC)CC(=S)OCC(COC(CCCCCCCCCCCCC)=S)(COC(CCCCCCCCCCCCC)=S)COC(CCCCCCCCCCCCC)=S pentaerythritol-tetrakis(lauryl thioacetate)